FCCN1[C@H](CCC1)COC1=C(N(N=C1)C)C1=CC=2N(C=C1)N=C(C2)NC(=O)C2CC2 N-[5-[4-[[(2R)-1-(2-fluoroethyl)pyrrolidin-2-yl]methoxy]-2-methyl-pyrazol-3-yl]pyrazolo[1,5-a]pyridin-2-yl]cyclopropanecarboxamide